[NH4+].[NH4+].[NH4+].[Ag+] Silver(I) triammonium